(cis)-3-((4-(tert-Butoxycarbonyl)-6,6-difluoro-2-methylhexahydropyrrolo[3,2-c]pyrazol-1(2H)-yl)methyl)-1-methylcyclobutanecarboxylic acid C(C)(C)(C)OC(=O)N1CC([C@@H]2N(N(C[C@@H]21)C)CC2CC(C2)(C(=O)O)C)(F)F